NC=1C(=NC(=NC1C(NC1=CC=CC2=CC=CC(=C12)C)=O)OC[C@H]1N(CCC1)C)N1[C@H](CN(C[C@@H]1C)C(=O)OC(C)(C)C)C tert-butyl (3S,5S)-4-(5-amino-6-((8-methylnaphthalen-1-yl) carbamoyl)-2-(((S)-1-methylpyrrolidin-2-yl) methoxy) pyrimidin-4-yl)-3,5-dimethylpiperazine-1-carboxylate